ClC1=C(C=C(C=C1)OC(F)F)C1=NC(=NC=2CCCCC12)N1CC2(CN(C2)C(C=C)=O)CC1 1-(6-(4-(2-chloro-5-(difluoromethoxy)phenyl)-5,6,7,8-tetrahydro-2-quinazolinyl)-2,6-diazaspiro[3.4]octan-2-yl)-2-propen-1-one